N1=CC(=CC=C1)CCN1N=CC2=CC=CC=C12 N-(2-(pyridin-3-yl)ethyl)-1H-indazole